4-(5-Chloro-2-(4-chloro-1H-1,2,3-triazol-1-yl)phenyl)-5-methoxy-1-((1-(1-methyl-1H-pyrazol-4-yl)-1H-1,2,3-triazol-4-yl)methyl)pyridin-2(1H)-one ClC=1C=CC(=C(C1)C1=CC(N(C=C1OC)CC=1N=NN(C1)C=1C=NN(C1)C)=O)N1N=NC(=C1)Cl